ClC1=NC(=C2C(=N1)N(N=C2)[C@H]2[C@@H]([C@@H]([C@H](O2)COOP(=O)(OO)COP(O)(O)=O)O)O)NOC2CCCC2 (((((2R,3S,4R,5R)-5-(6-chloro-4-((cyclopentyloxy)amino)-1H-pyrazolo[3,4-d]pyrimidin-1-yl)-3,4-dihydroxytetrahydrofuran-2-yl)methoxy)(hydroxy)phosphono)methyl)phosphoric acid